C1(CC1)C=1C(=NC(=NC1)NC=1C(=NN(C1)C1CC2CCC(C1)N2C)C)NCCCN2C(N(CCCC2)C)=O 1-(3-((5-cyclopropyl-2-((3-methyl-1-(8-methyl-8-azabicyclo[3.2.1]octan-3-yl)-1H-pyrazol-4-yl)amino)pyrimidin-4-yl)amino)propyl)-3-methyl-1,3-diazepan-2-one